4-(3-((2-(2-fluorophenyl)-4-((methylamino)methyl)-1H-pyrrol-1-yl)sulfonyl)phenyl)-2-methylbut-3-yn-2-ol FC1=C(C=CC=C1)C=1N(C=C(C1)CNC)S(=O)(=O)C=1C=C(C=CC1)C#CC(C)(O)C